(1r,5s,6r)-6-((2-(8-(cyclobutylthio)imidazo[1,5-a]pyridin-3-yl)propan-2-yl)carbamoyl)-3-azabicyclo[3.1.0]hexane-3-carboxylic acid tert-butyl ester C(C)(C)(C)OC(=O)N1C[C@H]2C([C@H]2C1)C(NC(C)(C)C1=NC=C2N1C=CC=C2SC2CCC2)=O